(3-bromo-2-methoxyphenyl)-2-chloro-6-picoline BrC=1C(=C(C=CC1)C=1C(=NC(=CC1)C)Cl)OC